tert-butyl N-(1-tetrahydropyran-3-ylethyl)carbamate O1CC(CCC1)C(C)NC(OC(C)(C)C)=O